2,5-dimethoxy-6-pentyl-3-vinylpyridine COC1=NC(=C(C=C1C=C)OC)CCCCC